3,4,5-trihydroxy-6-((2-(((5Z,8Z,11Z,14Z,17Z)-icosa-5,8,11,14,17-pentaen-1-yl)oxy)butanoyl)oxy)tetrahydro-2H-pyran-2-carboxylate OC1C(OC(C(C1O)O)OC(C(CC)OCCCC\C=C/C\C=C/C\C=C/C\C=C/C\C=C/CC)=O)C(=O)[O-]